tert-butyl-3-(((benzyloxy)carbonyl)amino)-5-hydroxypiperidine-1-carboxylate C(C)(C)(C)OC(=O)N1CC(CC(C1)O)NC(=O)OCC1=CC=CC=C1